C(#N)C=1C(=C2C(=NC1)NC=C2)NC2C[C@@H]1[C@@H](CN(C1)C(=O)NC1=NC(=NS1)C1CC1)C2 (3ar,5s,6as)-5-((5-cyano-1H-pyrrolo[2,3-b]pyridin-4-yl)amino)-N-(3-cyclopropyl-1,2,4-thiadiazol-5-yl)hexahydrocyclopenta[c]pyrrole-2(1H)-carboxamide